CC1=CN=C(C=C1C(=O)NC1(CC1)C1=CC(=NC2=CC=CC=C12)C=1C=NN(C1)C)N1C[C@@H]2CN(C[C@@H]2C1)C 5-methyl-N-(1-(2-(1-methyl-1H-pyrazol-4-yl)quinolin-4-yl)cyclopropyl)-2-((3aR,6aS)-5-methylhexahydropyrrolo[3,4-c]pyrrol-2(1H)-yl)isonicotinamide